2,3-dihydro-benzofuran-5-carboxylic acid [2-(3,3-difluoro-azetidin-1-yl)-benzothiazol-5-yl]-amide FC1(CN(C1)C=1SC2=C(N1)C=C(C=C2)NC(=O)C=2C=CC1=C(CCO1)C2)F